N=1C=NN2C1C=CC(=C2)C2=CSC=1C2=NC(=CC1)C=1C=NN(C1)C 3-([1,2,4]-triazolo[1,5-a]pyridin-6-yl)-5-(1-methyl-1H-pyrazol-4-yl)thieno[3,2-b]pyridine